CN1C(=CCC=C1)C=1N(C=CCC1)C 1,1'-dimethyl-4,4'-dihydro-bipyridine